COCOC=1C(=CC2=C(N=C(S2)C)C1)B1OC(C(O1)(C)C)(C)C 5-(methoxymethoxy)-2-methyl-6-(4,4,5,5-tetramethyl-1,3,2-dioxaborolan-2-yl)-1,3-benzothiazole